5-(4-fluorophenyl)-1-(2-imidazol-1-ylethyl)-4-oxopyridine-3-carboxamide FC1=CC=C(C=C1)C=1C(C(=CN(C1)CCN1C=NC=C1)C(=O)N)=O